N-(4-Chlorophenoxy)-1-methyl-6-((1-((1-methylcyclopropyl)sulfonyl)cyclopropyl)methyl)-7-oxo-4,5,6,7-tetrahydro-1H-pyrazolo[3,4-c]pyridine-3-carboxamide ClC1=CC=C(ONC(=O)C2=NN(C=3C(N(CCC32)CC3(CC3)S(=O)(=O)C3(CC3)C)=O)C)C=C1